[Cl-].C(=O)(O)CC(C[N+](C)(C)C)O L-3-carboxyl-2-hydroxy-N,N,N-trimethyl-propylammonium chloride